trans-1-amino-2-ethylcyclopentane-1-carboxylate N[C@]1([C@@H](CCC1)CC)C(=O)[O-]